FC(S(=O)(=O)OC=1CCOC(C1)C1=CC(=NC=C1)Br)(F)F.[Ar] argon [6-(2-bromo-4-pyridyl)-3,6-dihydro-2H-pyran-4-yl] trifluoromethanesulfonate